4-(8-(5-cyclopropyl-2-ethoxy-4-(methoxycarbonyl)benzyl)-3-oxo-2,8-diazaspiro[4.5]decan-2-yl)benzenesulfonic acid C1(CC1)C=1C(=CC(=C(CN2CCC3(CC(N(C3)C3=CC=C(C=C3)S(=O)(=O)O)=O)CC2)C1)OCC)C(=O)OC